(E)-N-benzyl-3-(5-methyl-2,6-dioxo-1,2,3,6-tetrahydropyrimidin-4-yl)acrylamide C(C1=CC=CC=C1)NC(\C=C\C=1NC(NC(C1C)=O)=O)=O